OC1=C2C(C=C(OC2=C(C(=C1)OCCCCN1CCCC1)OC)C1=CC=CC=C1)=O 5-hydroxy-7-(4-tetrahydropyrrole-1-yl)butoxy-8-methoxyflavone